P(OCC(C)C)(OC(CC=NO)C1=CC=CC=C1)=O isobutyl (3-(hydroxyimino)-1-phenylpropyl) phosphonate